O=C([C@@H](O)C[C@H](O)[C@@H](O)CO)O 3-deoxy-L-galactonic acid